FC(C(C(C(=O)OOC(C(C(C(CC(F)(F)F)F)(F)F)(F)F)=O)(F)F)(F)F)CC(F)(F)F octafluorohexanoyl peroxide